1-(cyclobutanecarbonyl-1H-imidazol-4-yl)-2-hydroxybenzenesulfonamide C1(CCC1)C(=O)N1C=NC(=C1)C1(C(C=CC=C1)O)S(=O)(=O)N